2-(3-(1-propenylindol-5-yl)phenyl)-N-(5-methylthiazol-2-yl)propanamide C(=CC)N1C=CC2=CC(=CC=C12)C=1C=C(C=CC1)C(C(=O)NC=1SC(=CN1)C)C